(3R)-3-amino-5-[(4-chlorophenyl)methyl]-8-fluoro-7-[5-(5-methyl-2-pyridyl)-1,3,4-oxadiazol-2-yl]-1,1-dioxo-2,3-dihydro-1lambda6,5-benzothiazepin-4-one N[C@H]1CS(C2=C(N(C1=O)CC1=CC=C(C=C1)Cl)C=C(C(=C2)F)C=2OC(=NN2)C2=NC=C(C=C2)C)(=O)=O